2-bromo-4-fluoro-5-methoxy-N-methylbenzamide BrC1=C(C(=O)NC)C=C(C(=C1)F)OC